FC=1C=CC(=C(C1)[C@H](C(=O)NC=1SC=CN1)N1C(C2=CC(=CC=C2C1)C#CC1=CC=CC=C1)=O)O |r| (2RS)-2-(5-fluoro-2-hydroxy-phenyl)-2-[1-oxo-6-(2-phenylethynyl)isoindol-2-yl]-N-thiazol-2-yl-acetamide